O=C1NC(CCC1N1C(C2=CC=CC(=C2C1=O)OCCCCCN1CCN(CC1)C1=NC=C(C=C1)NC1=NN2C(C=N1)=CC=C2C=CC2=CC=CC=C2)=O)=O 2-(2,6-dioxopiperidin-3-yl)-4-((5-(4-(5-((7-styrylpyrrolo[2,1-f][1,2,4]triazin-2-yl)amino)pyridin-2-yl)piperazin-1-yl)pentyl)oxy)isoindoline-1,3-dione